C=O formaldehyd